[(1S,4S)-5-{[2-(4-Chlorophenyl)imidazo[1,2-a]pyridin-3-yl]methyl}-2,5-diazabicyclo[2.2.2]oct-2-yl](3-fluoro-6-methoxypyridin-2-yl)methanone ClC1=CC=C(C=C1)C=1N=C2N(C=CC=C2)C1CN1[C@@H]2CN([C@H](C1)CC2)C(=O)C2=NC(=CC=C2F)OC